S1SC=CC=CC=C1 dithiocine